O=C(CC)OCC([C@H]1CC[C@H]2[C@@H]3CCC4=CC(CC[C@]4(C)[C@H]3CC[C@]12C)=O)=O (1-oxopropoxy)-pregn-4-ene-3,20-dione